C(CCCCCCC)SC1=NC(=NC(=N1)SCCCCCCCC)NC1=CC(=C(C(=C1)C(C)(C)C)O)C(C)(C)C 2,4-dioctylmercapto-6-(3,5-di-tert-butyl-4-hydroxyanilino)-1,3,5-triazine